COC1=C(C=CC=C1)C1CC(C2CCCCN12)C 3-(2-methoxyphenyl)-1-methylindolizidine